CN(C(OC(C)(C)C)=O)C=1C(=NC=CC1)[N+](=O)[O-] tert-butyl methyl-(2-nitropyridin-3-yl)carbamate